P(OCC(C)C)(OCC=NO)=O isobutyl (2-(hydroxyimino) ethyl) phosphonate